3-(((7-(2-aminopyrimidin-4-yl)-2,3-dihydrofuro[3,2-c]pyridin-4-yl)amino)methyl)-N-(2-methoxyethyl)benzamide NC1=NC=CC(=N1)C=1C2=C(C(=NC1)NCC=1C=C(C(=O)NCCOC)C=CC1)CCO2